(7S)-7-tert-butyl-N-[(1R)-3-(4-hydroxy-1-piperidyl)-1-[6-(1H-pyrazol-4-yl)-3-pyridyl]propyl]-5,6,7,8-tetrahydrothiazolo[5,4-b]quinoline-2-carboxamide C(C)(C)(C)[C@@H]1CC=2C=C3C(=NC2CC1)SC(=N3)C(=O)N[C@H](CCN3CCC(CC3)O)C=3C=NC(=CC3)C=3C=NNC3